[5-{[2-(4-Chlorophenyl)imidazo[1,2-a]pyridin-3-yl]methyl}hexahydropyrrolo[3,4-c]pyrrol-2(1H)-yl][3-(trifluoromethyl)phenyl]methanone ClC1=CC=C(C=C1)C=1N=C2N(C=CC=C2)C1CN1CC2C(C1)CN(C2)C(=O)C2=CC(=CC=C2)C(F)(F)F